1-(2-hydroxyethyl)-2-imidazolidinone methacrylate C(C(=C)C)(=O)O.OCCN1C(NCC1)=O